1-[4-[3,5-difluoro-4-(trifluoromethoxy)phenyl]-3-fluorophenyl]-4-(5-propyltetrahydropyran-2-yl)cyclohexanol FC=1C=C(C=C(C1OC(F)(F)F)F)C1=C(C=C(C=C1)C1(CCC(CC1)C1OCC(CC1)CCC)O)F